ClC1=C2COC(C2=C(C(=C1Cl)Cl)Cl)=O 4,5,6,7-tetrachloro-3h-isobenzofuran-1-one